N1C=CC2=CC=CC(=C12)N1CCOCC1 4-(1H-indol-7-yl)morpholine